cyano-3,5-difluoro-[1,1'-biphenyl]-4-carboxylic acid methyl ester COC(=O)C1=C(C(=C(C=C1F)C1=CC=CC=C1)C#N)F